C(C(C)C)C1=CC=C(C=C1)C(=O)C1=C(C=C(C=C1O)O)Cl (4-isobutylphenyl)(2-chloro-4,6-dihydroxyphenyl)methanone